COC1=CC=C(C=C1)C=1NC2=CC=CC=C2C1 2-(4-methoxyphenyl)indole